ClC1=CC(=C(C2=C1NC(=N2)C(F)(F)F)N2C(N(C(=CC2=O)C(F)(F)F)C)=O)F 3-[7-Chloro-5-fluoro-2-(trifluoromethyl)-1H-benzimidazol-4-yl]-1-methyl-6-(trifluoro-methyl)-1H-pyrimidine-2,4-dione